N-HYDROXY-3-[3-[(PHENYL-AMINO)SULFONYL]PHENYL]-2-PROPENAMIDE ONC(C=CC1=CC(=CC=C1)S(=O)(=O)NC1=CC=CC=C1)=O